N1C=CC=2C1=NC=C(C2)C2=CC=C(C=C2)CCCNC(C2=CN=C(C=C2)C)=O N-(3-(4-(1H-pyrrolo[2,3-b]pyridin-5-yl)phenyl)propyl)-6-methylnicotinamide